2-(4-methylpiperazin-1-yl)-1-(4-(pyridin-2-yl)-3,4-dihydroquinoxaline-1(2H)-yl)ethan-1-one diL-tartrate C(=O)(O)[C@H](O)[C@@H](O)C(=O)O.C(=O)(O)[C@H](O)[C@@H](O)C(=O)O.CN1CCN(CC1)CC(=O)N1CCN(C2=CC=CC=C12)C1=NC=CC=C1